tert-butyl 8-(6-(((2,4-dimethoxybenzyl) amino) methyl)-2-(pyridin-4-yl) pyrido[3,4-d]pyrimidin-4-yl)-2,8-diazaspiro[4.5]decane-2-carboxylate COC1=C(CNCC2=CC3=C(N=C(N=C3N3CCC4(CCN(C4)C(=O)OC(C)(C)C)CC3)C3=CC=NC=C3)C=N2)C=CC(=C1)OC